O[C@@]1(C(=CC(CC1(C)C)=O)C)C=CC(=CC)C 5-((S)-1-hydroxy-2,6,6-trimethyl-4-oxocyclohex-2-en-1-yl)-3-methylpentane-2,4-diene